NC=1C2=C(N=CN1)N(C(=C2C2=NC=C(C=N2)C(F)F)C2=CCC1(CCN(CC1)C(C=C)=O)CC2)C (9-(4-amino-5-(5-(difluoromethyl)pyrimidin-2-yl)-7-methyl-7H-pyrrolo[2,3-d]pyrimidin-6-yl)-3-azaspiro[5.5]undec-8-en-3-yl)prop-2-en-1-one